4-ethoxy-N-(8-fluoro-2-methylimidazo[1,2-a]pyridin-6-yl)-2-(methylthio)pyrimidine-5-carboxamide C(C)OC1=NC(=NC=C1C(=O)NC=1C=C(C=2N(C1)C=C(N2)C)F)SC